(4-fluorophenyl)(3-(3-hydroxy-1,1-dioxidothietan-3-yl)-3-(((6-methoxynaphthalen-2-yl)oxy)methyl)azetidin-1-yl)methanone FC1=CC=C(C=C1)C(=O)N1CC(C1)(COC1=CC2=CC=C(C=C2C=C1)OC)C1(CS(C1)(=O)=O)O